(2,5-dimethylpyrazol-3-yl)boranediol CN1N=C(C=C1B(O)O)C